alpha-(methylsulfonyloxyimino)phenylacetonitrile CS(=O)(=O)ON=C(C#N)C1=CC=CC=C1